2,6-di-t-butyl-N,N,N',N'-tetra(p-tolyl)anthracene-9,10-diamine C(C)(C)(C)C1=CC2=C(C3=CC=C(C=C3C(=C2C=C1)N(C1=CC=C(C=C1)C)C1=CC=C(C=C1)C)C(C)(C)C)N(C1=CC=C(C=C1)C)C1=CC=C(C=C1)C